S(SCCN)CCN 2,2'-disulfanediylbis(ethan-1-amine)